trifluoromethylthiomethyl mercaptan FC(SCS)(F)F